6-((3-(6-cyclopropyl-3-pyridinyl)-5-methyl-isoOxazol-4-yl)methoxy)-N-(1,1-dioxothian-4-yl)pyridine-3-carboxamide C1(CC1)C1=CC=C(C=N1)C1=NOC(=C1COC1=CC=C(C=N1)C(=O)NC1CCS(CC1)(=O)=O)C